5-(3,4-difluorobenzyl)thiazol-2-amine FC=1C=C(CC2=CN=C(S2)N)C=CC1F